C(S(=O)(=O)OC1=C(C(=C(C(=C1F)F)F)F)F)S(=O)(=O)OC1=C(C(=C(C(=C1F)F)F)F)F bis(pentafluorophenyl) methanedisulfonate